Tert-butyl 6-(4-(2-(3-(2-hydroxyphenyl)-5-methyl-7,8-dihydro-5H-pyrido[3',4':4,5]pyrrolo[2,3-c]pyridazin-6(9H)-yl)pyrimidin-5-yl)piperidin-1-yl)-2-azaspiro[3.3]heptane-2-carboxylate OC1=C(C=CC=C1)C1=CC2=C(N=N1)NC1=C2C(N(CC1)C1=NC=C(C=N1)C1CCN(CC1)C1CC2(CN(C2)C(=O)OC(C)(C)C)C1)C